2-[(2S)-4-[7-(8-methyl-1-naphthyl)pyrido[4,3-d]pyrimidin-4-yl]piperazin-2-yl]acetonitrile CC=1C=CC=C2C=CC=C(C12)C1=CC=2N=CN=C(C2C=N1)N1C[C@@H](NCC1)CC#N